C(OCN1C(C2=CC=CC=C2C1=O)=O)(OCC)=O (1,3-dioxoisoindolin-2-yl)methyl ethyl carbonate